(2S,4S)-1-(2-methylbenzofuro[3,2-d]pyrimidin-4-yl)-4-(oxazol-2-ylamino)pyrrolidine-2-carboxylic acid CC=1N=C(C2=C(N1)C1=C(O2)C=CC=C1)N1[C@@H](C[C@@H](C1)NC=1OC=CN1)C(=O)O